methyl 2-(4-tert-butoxycarbonyl-2-oxo-piperazin-1-yl)imidazo[1,2-a]pyridine-6-carboxylate C(C)(C)(C)OC(=O)N1CC(N(CC1)C=1N=C2N(C=C(C=C2)C(=O)OC)C1)=O